5-methyl-4-oxo-7-{3-[(9H-purin-2-yl)carbamoyl]azetidin-1-yl}-1-(1,3-thiazol-2-yl)-1,4-dihydro-1,8-naphthyridine-3-carboxylic acid CC1=C2C(C(=CN(C2=NC(=C1)N1CC(C1)C(NC1=NC=C2N=CNC2=N1)=O)C=1SC=CN1)C(=O)O)=O